3-amino-N-[(1S)-2-benzyloxy-1-methyl-ethyl]-2,6-dichloro-pyridine-4-carboxamide NC=1C(=NC(=CC1C(=O)N[C@H](COCC1=CC=CC=C1)C)Cl)Cl